N(N)C(=O)C=1OC2=C(C1)C=C(C=C2)NC(C)=O N-(2-(hydrazinocarbonyl)benzofuran-5-yl)acetamide